C(C)(=O)N1CCC2=CC(=CC=C12)C=1C(=C(C=CC1)C1=CC(=C(C=C1)NC(C)=O)F)O N-(3'-(1-acetylindolin-5-yl)-3-fluoro-2'-hydroxy-[1,1'-biphenyl]-4-yl)acetamide